C(C)(C)C1=NOC=C1C(=O)N 3-isopropyl-isoxazole-4-carboxamide